CC1=NC(=CC=C1[NH-])C 2,6-dimethyl-pyridin-3-ylamide